S(C)(=O)(=O)O.BrC1=CC2=C(N=C(C=3N2C=NN3)N3CC(C3)NC)N=C1 1-(8-bromopyrido[2,3-e][1,2,4]triazolo[4,3-a]pyrazin-4-yl)-N-methylazetidin-3-amine mesylate